Cyclohexyl-(5-(5-(5-(trifluoromethyl)-1,2,4-oxadiazol-3-yl)thiazol-2-yl)-2,5-diazabicyclo[2.2.1]heptan-2-yl)methanone C1(CCCCC1)C(=O)N1C2CN(C(C1)C2)C=2SC(=CN2)C2=NOC(=N2)C(F)(F)F